C1(=CC=CC=C1)S(=O)(=O)O.CC1=CC=C(C=C1)S(=O)(=O)O.[C@H]1(CC(C(CC1)C(C)C)O)C (+)-(1S)-menthol (S)-p-toluenesulfonate benzenesulfonate